C(C)(C)(C)C1N2C(C3=CC(=C(C=C3C1)C1=CN=C(S1)C(C)(C)OC)OC)=CC(C(=C2)C(=O)O)=O 6-tert-butyl-10-methoxy-9-[2-(2-methoxyprop-2-yl)thiazol-5-yl]-2-oxo-6,7-dihydro-2H-pyrido[2,1-a]isoquinoline-3-carboxylic acid